C(C)OC1=CC=C(C=C1)N(S(=O)(=O)C1=C(SC=C1)C(=O)NC1=CC(=CC=C1)C(NCC)=O)C 3-(N-(4-ethoxyphenyl)-N-methylsulfamoyl)-N-(3-(ethylcarbamoyl)phenyl)thiophene-2-carboxamide